magnesium sulphate monohydrate O.S(=O)(=O)([O-])[O-].[Mg+2]